tert-butyl ((3-(5-cyano-2-(4,4-difluoroazepan-1-yl)-4-methylnicotinamido)phenyl)(methyl)(oxo)-λ6-sulfaneylidene)carbamate C(#N)C=1C=NC(=C(C(=O)NC=2C=C(C=CC2)S(=O)(C)=NC(OC(C)(C)C)=O)C1C)N1CCC(CCC1)(F)F